(±)-5-Benzyl-N-(2-oxo-8-(7-oxa-2-azaspiro[3.5]nonan-2-yl)-2,3,4,5-tetrahydro-1H-benzo[b]azepin-3-yl)-1H-1,2,4-triazole-3-carboxamide C(C1=CC=CC=C1)C1=NC(=NN1)C(=O)N[C@@H]1CCC2=C(NC1=O)C=C(C=C2)N2CC1(C2)CCOCC1 |r|